NCC1(CCCC1)C(=O)O 1-(aminomethyl)cyclopentanecarboxylic acid